1-(2-chlorobenzeneamido)piperazine-2,5-dione ClC1=C(C=CC=C1)C(=O)NN1C(CNC(C1)=O)=O